potassium cyclopropyl-difluoromethylboranuide C1(CC1)[BH2-]C(F)F.[K+]